bipyridine-6,6'-dicarboxylic acid N1=C(C=CC=C1C(=O)O)C1=NC(=CC=C1)C(=O)O